CN(C(=O)C1=CC2=C(N=C(N=C2)NC2=NC=C(C=C2)N2CCN(CC2)C(=O)N2CCCC2)N1C1CCCC1)C 7-Cyclopentyl-2-{5-[4-(pyrrolidine-1-carbonyl)-piperazin-1-yl]-pyridin-2-ylamino}-7H-pyrrolo[2,3-d]pyrimidine-6-carboxylic acid dimethylamide